4-(2-chloro-4-fluorophenyl)-6-(((S)-6-(isopropylcarbamoyl)-5-azaspiro[2.4]heptan-5-yl)methyl)-2-(thiazol-2-yl)-1,4-dihydropyrimidine-5-carboxylic acid methyl ester COC(=O)C=1C(N=C(NC1CN1CC2(CC2)C[C@H]1C(NC(C)C)=O)C=1SC=CN1)C1=C(C=C(C=C1)F)Cl